C(C)N(C(C1=C(C=C(C=C1)NC=1C=2N(C=CN1)C(=CN2)C2=CC=C(C=C2)OC)C)=O)CC N,N-diethyl-4-[[3-(4-methoxyphenyl)imidazo[1,2-a]pyrazin-8-yl]amino]-2-methylbenzamide